CNC(C1=NC=CC(=C1)NCC1=C(C=CC(=C1)C(NC1=CC(=CC(=C1)C(F)(F)F)CN1CCN(CC1)C)=O)C)=O N-methyl-4-((2-methyl-5-((3-((4-methylpiperazin-1-yl)methyl)-5-(trifluoromethyl)phenyl)carbamoyl)benzyl)amino)picolinamide